gamma-(1-naphthalenylmethyl)-proline C1(=CC=CC2=CC=CC=C12)CC1C[C@H](NC1)C(=O)O